ClC=1C=C(N)C=CC1COC 3-chloro-4-(methoxymethyl)aniline